6,8-dihydro-5H-[1,2,4]triazolo[4,3-a]pyrazine-7-carboxylate N=1N=CN2C1CN(CC2)C(=O)[O-]